(R)-4-(7-(3-aminopiperidine-1-yl)-3-(4-isopropylphenyl)-3H-imidazo[4,5-b]pyridine-2-yl)-2-fluorobenzonitrile N[C@H]1CN(CCC1)C1=C2C(=NC=C1)N(C(=N2)C2=CC(=C(C#N)C=C2)F)C2=CC=C(C=C2)C(C)C